C1(CC1)C(=O)N1[C@H]([C@H]([C@H](C1)F)NS(=O)(=O)CC)CC=1C(=C(C=CC1)C1=CC(=CC(=C1)F)F)F N-{(2S,3R,4S)-1-(cyclopropanecarbonyl)-4-fluoro-2-[(2,3',5'-trifluoro[1,1'-biphenyl]-3-yl)methyl]pyrrolidin-3-yl}ethanesulfonamide